ClC1=CC2=C(N(C(C(N2CC2(CN(C2)C(=O)OC(C)(C)C)F)=O)=O)C=2C(=NC=CC2C)C(C)C)N=C1C1=C(C=CC=C1O)F tert-butyl 3-((7-chloro-6-(2-fluoro-6-hydroxyphenyl)-4-(2-isopropyl-4-methylpyridin-3-yl)-2,3-dioxo-3,4-dihydropyrido[2,3-b]pyrazin-1(2H)-yl)methyl)-3-fluoroazetidine-1-carboxylate